ClC=1C=C(C=CC1F)N1N=C(C=C1)CC(=O)NC1=CC(=NN1)C1CC1 2-(1-(3-chloro-4-fluorophenyl)-1H-pyrazol-3-yl)-N-(3-cyclopropyl-1H-pyrazol-5-yl)acetamide